CC(C#N)(C)C1=CC=C(C=C1)N1C2=NN=C(N2C=2C=NC3=CC=C(C=C3C12)C=1C=NC=CC1)C 2-methyl-2-{4-[12-methyl-4-(pyridin-3-yl)-8,11,13,14,16-pentaazatetracyclo-[8.6.0.02,7.011,15]-hexadec-1(10),2,4,6,8,12,14-heptaen-16-yl]Phenyl}propionitrile